dimethoxybiphenyl diisocyanate [N-]=C=O.[N-]=C=O.COC1=CC=C(C=C1)C1=CC=C(C=C1)OC